4-((2-(3-(dimethylamino)phenoxy)ethoxy)methyl)-N-(3-methoxybenzyl)-N-(4-(pyrrolidin-1-yl)benzyl)thiazol-2-amine CN(C=1C=C(OCCOCC=2N=C(SC2)N(CC2=CC=C(C=C2)N2CCCC2)CC2=CC(=CC=C2)OC)C=CC1)C